1,1,1,3,5,5,5-Heptamethyl-3-(trimethylsilyloxy)trisiloxane C[Si](O[Si](O[Si](C)(C)C)(O[Si](C)(C)C)C)(C)C